3-(6-Chloro-1-(2-(1,1-difluoroethyl)-6-methylpyrimidin-4-yl)-1H-pyrazolo[4,3-c]pyridin-3-yl)-6-ethyl-3,6-diazabicyclo[3.1.1]heptane ClC1=CC2=C(C=N1)C(=NN2C2=NC(=NC(=C2)C)C(C)(F)F)N2CC1N(C(C2)C1)CC